3,3'-dimethyl-[1,1'-biphenyl]-4,4'-diamine CC=1C=C(C=CC1N)C1=CC(=C(C=C1)N)C